C(CCCCCCCCCCCCCCCCCCC)NCC(C)N N-arachidylpropylenediamine